4-(7-cyclopropoxy-6-fluoroquinazolin-4-yl)-2-isopropylbenzoic acid C1(CC1)OC1=C(C=C2C(=NC=NC2=C1)C1=CC(=C(C(=O)O)C=C1)C(C)C)F